2-(7,9-dimethoxy-2,3,4,5-tetrahydrophenanthro[2,1-b]furan-2-yl)propan-2-ol COC=1C=C(C=2C=3C=CC=4OC(CC4C3CCC2C1)C(C)(C)O)OC